COC=1C=C(C=CC1OC)C1=C(C=2C(=CN=C(C2)C2=CC=C(C=C2)N2CCN(CC2)C(C)C)N1)C 2-(3,4-Dimethoxyphenyl)-5-(4-(4-isopropylpiperazin-1-yl)phenyl)-3-methyl-1H-pyrrolo[2,3-c]pyridine